COC(=O)[C@H]1CN(CC1)CC1=CC=C(C=C1)C1CNC1.CN(CCOC=1C=CC(=C(C(=O)NC2(CC2)C2=CC(=CC3=CC=CC=C23)S(=O)(=O)CC)C1)C)C 5-(2-(Dimethylamino)ethoxy)-N-(1-(3-(ethylsulfonyl)naphthalen-1-yl)cyclopropyl)-2-methyl-benzamide methyl-(R)-1-(4-(azetidin-3-yl)benzyl)pyrrolidine-3-carboxylate